1-(4-(1,4-dimethyl-1H-pyrazol-5-yl)-5-fluoropyrimidin-2-yl)-N-((2-fluoropyridin-3-yl)methyl)-N-hydroxypiperidine-4-carboxamide CN1N=CC(=C1C1=NC(=NC=C1F)N1CCC(CC1)C(=O)N(O)CC=1C(=NC=CC1)F)C